(E)-4-bromo-N-[4-(3-chloro-2-fluoro-anilino)-7-[2-[(1R,5S)-3-methyl-4-oxo-3-azabicyclo[3.1.0]-hexan-1-yl]ethynyl]quinazolin-6-yl]but-2-enamide BrC/C=C/C(=O)NC=1C=C2C(=NC=NC2=CC1C#C[C@@]12CN(C([C@H]2C1)=O)C)NC1=C(C(=CC=C1)Cl)F